3,5-bis(t-butyl)benzyl bromide C(C)(C)(C)C=1C=C(CBr)C=C(C1)C(C)(C)C